C(C(=O)[O-])(=O)[O-].[Pt+2] Platinum(II) Oxalate